1-benzyl-N-(5,6-difluoro-1H-indol-3-yl)-1H-pyrazole-4-sulfonamide C(C1=CC=CC=C1)N1N=CC(=C1)S(=O)(=O)NC1=CNC2=CC(=C(C=C12)F)F